FC(CN1C=NC2=C1C=C(C=C2)C=2C=CN1N=C(N=C(C12)OC)N[C@@H]1[C@H](CN(CC1)CCOC)F)F 5-(1-(2,2-difluoroethyl)-1H-benzo[d]imidazol-6-yl)-N-((3S,4S)-3-fluoro-1-(2-methoxyethyl)piperidin-4-yl)-4-methoxypyrrolo[2,1-f][1,2,4]triazin-2-amine